(4-fluorophenyl)-7a-hydroxy-8-oxo-6-phenyl-5a,6,7a,8-tetrahydro-7H-cyclobuta[5,6]pyrano[3,2-b]pyridine-7-carboxylate FC1=CC=C(C=C1)OC(=O)C1C(C2C1(C(C1=NC=CC=C1O2)=O)O)C2=CC=CC=C2